1'-[4-chloro-2-(trifluoromethyl)phenyl]-2-(2-ethoxypyridin-3-yl)-3'-ethylspiro[6,7-dihydro-1,7-naphthyridine-5,4'-piperidine]-8-one ClC1=CC(=C(C=C1)N1CC(C2(CC1)C=1C=CC(=NC1C(NC2)=O)C=2C(=NC=CC2)OCC)CC)C(F)(F)F